BrC1=NC(=CC=C1)\C=C\OCC (E)-2-bromo-6-(2-ethoxyvinyl)pyridine